ClC=1C=C2C(=CN=C(C2=CN1)N1[C@@H](CC1)C)C=C(C(=O)OC)C(=O)OC dimethyl (R)-2-((6-chloro-1-(2-methylazetidin-1-yl)-2,7-naphthyridin-4-yl)methylene)malonate